r-glutamyl-3-carboxyl-4-nitroaniline ammonium salt [NH4+].N[C@H](CCC(=O)[O-])C(=O)NC1=CC(=C(C=C1)[N+](=O)[O-])C(=O)[O-].[NH4+]